ClC1=NC=C(C=C1CSC[C@H]1N(CCN(C1)C(=O)OC(C)(C)C)C(=O)OCC1=CC=CC=C1)C(F)(F)F Benzyl 4-(t-butyl) (S)-2-((((2-chloro-5-(trifluoromethyl)pyridin-3-yl)methyl)thio)methyl)piperazin-1,4-dicarboxylate